4-[5-[(1S)-2-amino-1-hydroxyethyl]pyridin-2-yl]-3-(5-cyclopropyl-2-propan-2-ylpyrazol-3-yl)oxybenzonitrile NC[C@@H](O)C=1C=CC(=NC1)C1=C(C=C(C#N)C=C1)OC=1N(N=C(C1)C1CC1)C(C)C